CC=1C=CC(=NC1)C1=CC=C(C=C1)C 5-methyl-2-(p-methylphenyl)pyridine